FC1=C(C(=O)N)C(=CC=C1)NC(=O)C1CC(CC1)=O 2-fluoro-6-(3-oxocyclopentane-1-carboxamido)benzamide